O1COC2=C1C=CC(=C2)C2=CC=C(C1=CC=CC=C21)OCCCC(=O)O 4-(1-(benzo[d][1,3]dioxol-5-yl)naphthalen-4-yloxy)butanoic acid